C(#N)/C(/C(=O)OCC)=N\OC(C1CCOCC1)=[N+](C)C [[(E)-(1-cyano-2-ethoxy-2-oxo-ethylidene)amino]oxy-tetrahydropyran-4-yl-methylene]-dimethyl-ammonium